1,2,3,4,6-Penta-O-galloyl-beta-D-glucopyranose C1=C(C=C(C(=C1O)O)O)C(=O)OC[C@@H]2[C@H]([C@@H]([C@H](C(O2)OC(=O)C3=CC(=C(C(=C3)O)O)O)OC(=O)C4=CC(=C(C(=C4)O)O)O)OC(=O)C5=CC(=C(C(=C5)O)O)O)OC(=O)C6=CC(=C(C(=C6)O)O)O